3-[[1-[2-[(1R)-1-(2,2-difluoro-1,3-benzodioxol-5-yl)ethoxy]-4-pyridinyl]-3-(trifluoromethyl)-4,5,6,7-tetrahydroindazol-7-yl]oxy]bicyclo[1.1.1]pentane-1-carboxylic acid methyl ester COC(=O)C12CC(C1)(C2)OC2CCCC=1C(=NN(C21)C2=CC(=NC=C2)O[C@H](C)C2=CC1=C(OC(O1)(F)F)C=C2)C(F)(F)F